COCC1=C(C=CC(=C1)N)N 2-methoxymethyl-p-phenylenediamine